ClC1=C(C=CC(=C1)CN(C)C)N1C(=NC(=C1)C1=NC(=NC=C1C#N)NC1CCN(CC1)S(=O)(=O)C)C (1-(2-chloro-4-((dimethylamino)methyl)phenyl)-2-methyl-1H-imidazol-4-yl)-2-((1-(methylsulfonyl)piperidin-4-yl)amino)pyrimidine-5-carbonitrile